CC1(N(CCC1)CC(=O)NC=1C=C(C(=NC1)C)NC(=O)C=1C=NN2C1SC(=C2)C=2C(=NC=CC2)OCCF)C N-(5-(2-(2,2-dimethylpyrrolidin-1-yl)acetamido)-2-methylpyridin-3-yl)-2-(2-(2-fluoroethoxy)pyridin-3-yl)pyrazolo[5,1-b]thiazole-7-carboxamide